N=S(=O)(C1COC1)C imino(methyl)(oxetan-3-yl)-λ6-sulfanone